[2H]C(N(C)C)(CC1=CNC2=CC=C(C=C12)OC)[2H] α,α-dideuterio-5-methoxydimethyltryptamine